[C@@H]1([C@H](C([C@H]([C@@H](C1O)OP(=O)([O-])[O-])OP(=O)([O-])[O-])OP(=O)([O-])[O-])OP(=O)([O-])[O-])OP(=O)([O-])[O-] The molecule is decaanion of 1D-myo-inositol 1,2,4,5,6-pentakisphosphate arising from global deprotonation of the phosphate OH groups; major species at pH 7.3. It is a conjugate base of a 1D-myo-inositol 1,2,4,5,6-pentakisphosphate.